3-(1-oxo-4-(piperazin-1-yl-2,2,3,3,5,5,6,6-d8)isoindoline-2-yl)piperidine O=C1N(CC2=C(C=CC=C12)N1C(C(NC(C1([2H])[2H])([2H])[2H])([2H])[2H])([2H])[2H])C1CNCCC1